COC=1N=C2C(=CC=NC2=CC1OC)OC1=C(C=C(C=C1)NC(=O)C1=C(N(C(=C(C1=O)\C=C\C(C)(C)C)C)C)C)F N-[4-[(6,7-Dimethoxy-1,5-naphthyridin-4-yl)oxy]-3-fluorophenyl]-5-[(E)-3,3-dimethylbut-1-enyl]-1,2,6-trimethyl-4-oxopyridine-3-carboxamide